2-[2-(hept-6-en-1-yloxy)ethyl]-2,3-dihydro-1H-isoindole-1,3-dione C(CCCCC=C)OCCN1C(C2=CC=CC=C2C1=O)=O